dimethyl-arsinous acid C[As](O)C